N-(4-(N-(1-(piperidin-4-yl)ethyl)sulfamoyl)-3-(trifluoromethyl)phenyl)benzamide hydrochloride Cl.N1CCC(CC1)C(C)NS(=O)(=O)C1=C(C=C(C=C1)NC(C1=CC=CC=C1)=O)C(F)(F)F